N1=C(N=CC=C1)NC1=NNC=C1 PYRIMIDINYLAMINO-PYRAZOL